4-(piperazine-1-ylmethyl)piperidine-1-carboxylic acid tert-butyl ester C(C)(C)(C)OC(=O)N1CCC(CC1)CN1CCNCC1